1-(3-benzyloxy-6-bromo-pyrazin-2-yl)-3-[(3R)-1-(2-hydroxyethyl)-3-piperidyl]-thiourea C(C1=CC=CC=C1)OC=1C(=NC(=CN1)Br)NC(=S)N[C@H]1CN(CCC1)CCO